O(P([O-])(=O)OP(=O)([O-])[O-])CCC(C)C iso-pentyl pyrophosphate